2-hydroxy-3-(9-oxo-9H-thioxanthen-2-yloxy)-N,N,N-trimethyl-propanaminium chloride [Cl-].OC(C[N+](C)(C)C)COC1=CC=2C(C3=CC=CC=C3SC2C=C1)=O